ClC1=CC=NC2=CC=C(C=C12)C1=C(C=C(C(=O)N2C[C@H](N([C@H](C2)C)C(=O)OC(C)(C)C)C)C=C1)F tert-butyl (2R,6S)-4-(4-(4-chloroquinolin-6-yl)-3-fluorobenzoyl)-2,6-dimethylpiperazine-1-carboxylate